[13C]([13C](=O)O)(=O)O oxalic acid-13C2